N-(4-fluoro-3-methylphenyl)-1,2,4-trimethyl-5-(2-oxo-2-(((3-(trifluoromethyl)-1,2,4-oxadiazol-5-yl)methyl)amino)acetyl)-1H-pyrrole-3-carboxamide FC1=C(C=C(C=C1)NC(=O)C1=C(N(C(=C1C)C(C(NCC1=NC(=NO1)C(F)(F)F)=O)=O)C)C)C